2,4-dichloro-8-(methoxymethyl)quinazoline ClC1=NC2=C(C=CC=C2C(=N1)Cl)COC